4-((4,6-bis(4-methylpiperazin-1-yl)pyridin-2-yl)amino)-N-(3-(5-chloro-1H-indol-3-yl)propyl)benzenesulfonamide CN1CCN(CC1)C1=CC(=NC(=C1)N1CCN(CC1)C)NC1=CC=C(C=C1)S(=O)(=O)NCCCC1=CNC2=CC=C(C=C12)Cl